BrC1=NN=C(S1)C#N 5-bromo-1,3,4-thiadiazole-2-carbonitrile